CC=1C=NN(C1)CC1=CC(=NC=C1)C=1C=C2CN(C(C2=CC1)=O)[C@@H]1C(NC(CC1)=O)=O (S)-3-(5-(4-((4-methyl-1H-pyrazol-1-yl)methyl)pyridin-2-yl)-1-oxoisoindolin-2-yl)piperidine-2,6-dione